6-(3-Isopropyl-5-(2-(4-methylpiperazin-1-yl)ethyl)-1H-indol-2-yl)-8-methoxy-[1,2,4]triazolo[1,5-a]pyridin C(C)(C)C1=C(NC2=CC=C(C=C12)CCN1CCN(CC1)C)C=1C=C(C=2N(C1)N=CN2)OC